1,3,4,5,6,8,9,10-octafluoro-7H-pyrene FC1=CC(=C2C(=C(C=3C(CC(=C4C(=C(C1=C2C34)F)F)F)F)F)F)F